5-xyleneboronic acid C1(CC=CC(=C1)C)(C)B(O)O